4-(3-fluorophenyl)-oxan-2-one FC=1C=C(C=CC1)C1CC(OCC1)=O